[Cl-].C(CCC)N(CCC=1N(C=C[NH+]1)C)C(CCC(CCCC(C)C)C)CCCCC(CCCCCCCCCCCCCCCCCC)CCCCCCCCCCCCCCCCCC (2-(butyl(2,6-dimethyl-14-octadecyldotriacontan-9-yl)amino)ethyl)-1-methyl-1H-imidazol-3-ium chloride